CN1CC=2C=C(C(NC2CC1)=O)NC=1N=CC2=C(N1)C(=NC=C2)N2C[C@H](OCC2)C (R)-6-methyl-3-((8-(2-methylmorpholino)pyrido[3,4-d]pyrimidin-2-yl)amino)-5,6,7,8-tetrahydro-1,6-naphthyridin-2(1H)-one